C=CCCCCC alpha-heptene